2-(2,6-dioxopiperidin-3-yl)-5-(5-(piperazin-1-yl)pent-1-yn-1-yl)isoindoline-1,3-dione O=C1NC(CCC1N1C(C2=CC=C(C=C2C1=O)C#CCCCN1CCNCC1)=O)=O